COC1=C(C(=CC=C1)OC)N1C(=NC=2C1=NC=C(N2)NS(=O)(=O)CC2(CC2)OC2OCCCC2)C2=NC(=CC=C2)OCC N-(1-(2,6-dimethoxyphenyl)-2-(6-ethoxypyridin-2-yl)-1H-imidazo[4,5-b]pyrazin-5-yl)-1-(1-((tetrahydro-2H-pyran-2-yl)oxy)cyclopropyl)methanesulfonamide